(2-((4-(2-(Dimethylamino)ethoxy)phenyl)amino)-4-(((1s,4s)-4-(hydroxymethyl)cyclohexyl)amino)-7H-pyrrolo[2,3-d]pyrimidin-5-yl)(4-fluorophenyl)methanone CN(CCOC1=CC=C(C=C1)NC=1N=C(C2=C(N1)NC=C2C(=O)C2=CC=C(C=C2)F)NC2CCC(CC2)CO)C